4-(1-naphthyl)aniline C1(=CC=CC2=CC=CC=C12)C1=CC=C(N)C=C1